N-(p-tolylthio)cyclopropanecarboxamide C1(=CC=C(C=C1)SNC(=O)C1CC1)C